O1C=C(C=C1)CCCCC=O 3-FURANPENTANAL